C(C)N(CCC(=O)O)CC 3-(DIETHYLAMINO)PROPANOIC ACID